hexaethyleneglycol monomethyl ether acrylate C(C=C)(=O)OCCOCCOCCOCCOCCOCCOC